1-(7-(4-Amino-7-methyl-5-(4-(pyrimidin-2-yloxy)phenyl)-7H-pyrrolo[2,3-d]pyrimidin-6-yl)-2-azaspiro[3.5]non-6-en-2-yl)prop-2-en-1-one NC=1C2=C(N=CN1)N(C(=C2C2=CC=C(C=C2)OC2=NC=CC=N2)C2=CCC1(CN(C1)C(C=C)=O)CC2)C